FC(C(=O)O)(F)F.ClC1=C(C=CC(=C1)C(C=1N=NNC1C(=O)O)(F)F)C1=CC=C(C=C1)Cl 4-((2,4'-dichloro-[1,1'-biphenyl]-4-yl)difluoromethyl)-1H-1,2,3-triazole-5-carboxylic acid 2,2,2-trifluoroacetate